C(C)C1(C([C@@H](OC1=O)CC(=O)OCC1=CC=CC=C1)=C)CC Benzyl (S)-2-(4,4-diethyl-3-methylene-5-oxotetrahydrofuran-2-yl)acetate